C(#N)C1=C(COC=2C=C3C(N(C(C3=CC2)=O)C=2C(=C(C=CC2)C2=CC=CC=C2)C#N)=O)C=CC=C1 5-((2-cyanobenzyl)oxy)-2-(2-cyano-[1,1'-biphenyl]-3-yl)isoindole-1,3-dione